N(=C=O)CC(CC)(N=C=O)N=C=O 1,2,2-Triisocyanatobutane